tris{2,2-bis[(oxiran-2-ylmethoxy)methyl]butyl}-3,3',3''-[1,3,5-triazine-2,4,6(1H,3H,5H)-trione-1,3,5-triyl]tripropanoate O1C(C1)COCC(COC(CCN1C(N(C(N(C1=O)CCC(=O)OCC(CC)(COCC1OC1)COCC1OC1)=O)CCC(=O)OCC(CC)(COCC1OC1)COCC1OC1)=O)=O)(CC)COCC1OC1